palmityl-succinimide C(CCCCCCCCCCCCCCC)C1C(=O)NC(C1)=O